[S-2].[Ag+].[Zn+2] zinc-silver sulfide